NC1(CC1)C1=CN=C(N1)C(=O)N[C@@H]1CN(CC[C@H]1C1=CC(=CC=C1)Cl)C(=O)C=1C=2N(C=CC1)C=NC2 5-(1-aminocyclopropyl)-N-((3S,4S)-4-(3-chlorophenyl)-1-(imidazo[1,5-a]pyridine-8-carbonyl)piperidin-3-yl)-1H-imidazole-2-carboxamide